1,2-dimethyl-1,3-cyclopentadiene CC1=C(C=CC1)C